FC1(CNCCC1N1C(OC=C1C)COC=1C=CC2=C(C=C(O2)C)C1)F N-(3,3-difluoropiperidin-4-yl)-2-methyl-5-((4-methyloxazol-2-yl)methoxy)benzofuran